methyl 3-((2-chloro-6-(4-methylthiazol-2-yl) pyridin-4-yl)oxy)azetidine-1-carboxylate ClC1=NC(=CC(=C1)OC1CN(C1)C(=O)OC)C=1SC=C(N1)C